CC1(CN(C1)C(=O)OC(C)(C)C)C1=NNC=C1 tert-butyl 3-methyl-3-(1H-pyrazol-3-yl)azetidine-1-carboxylate